C(C)OC([C@H](CC(C(=O)C1=CC2=CC=CC=C2C=C1)C1=CC=C(C=C1)Br)F)=O (S)-4-(4-bromophenyl)-2-fluoro-5-(naphthalen-2-yl)-5-oxopentanoic acid ethyl ester